1-(3-bromo-2-chlorobenzyl)-1,8-diazaspiro[4.5]decane-8-carboxylic acid tert-butyl ester C(C)(C)(C)OC(=O)N1CCC2(CCCN2CC2=C(C(=CC=C2)Br)Cl)CC1